7-((1-methyl-1H-imidazol-4-yl)(morpholino)methyl)quinolin-8-ol CN1C=NC(=C1)C(C1=CC=C2C=CC=NC2=C1O)N1CCOCC1